(R)-N-(2-(1H-imidazol-4-yl)ethyl)-5-(2-(2,5-difluorophenyl)pyrrolidin-1-yl)pyrazole N1C=NC(=C1)CCN1N=CC=C1N1[C@H](CCC1)C1=C(C=CC(=C1)F)F